trans-1-(1-([1,3'-biazetidin]-3-yl)-3-fluoropiperidin-4-yl)-3-(4-phenoxyphenyl)-1H-pyrazolo[3,4-d]pyrimidin-4-amine trifluoroacetate FC(C(=O)O)(F)F.N1(CC(C1)N1C[C@H]([C@@H](CC1)N1N=C(C=2C1=NC=NC2N)C2=CC=C(C=C2)OC2=CC=CC=C2)F)C2CNC2